2-((R)-5-methyl-6-(5-((R)-3-methylpiperazin-1-yl)pyrimidin-2-yl)-6,7,8,9-tetrahydro-5H-pyrido[3',4':4,5]pyrrolo[2,3-c]pyridazin-3-yl)phenol C[C@H]1N(CCC2=C1C1=C(N=NC(=C1)C1=C(C=CC=C1)O)N2)C2=NC=C(C=N2)N2C[C@H](NCC2)C